[K].C(CC#C)C1(N=N1)CCN1N=C(C=C1)S(=O)(=O)NC(NC1=C2CCCC2=CC=2CCCC12)=O 1-(2-(3-(But-3-yn-1-yl)-3H-diazirin-3-yl)ethyl)-N-((1,2,3,5,6,7-hexahydro-s-indacen-4-yl)carbamoyl)-1H-pyrazole-3-sulfonamide, potassium salt